(R)-N-(1-(3-(difluoromethyl)-2-fluorophenyl)ethyl)-6-(piperazin-1-yl)cinnolin-4-amine hydrochloride Cl.FC(C=1C(=C(C=CC1)[C@@H](C)NC1=CN=NC2=CC=C(C=C12)N1CCNCC1)F)F